C(OC1=C2C(=NN(C2=CC=C1[C@H](C(F)(F)F)OC)C)N)([2H])([2H])[2H] (R)-4-(methoxy-d3)-1-methyl-5-(2,2,2-trifluoro-1-methoxyethyl)-1H-indazol-3-amine